cyclohexyl(methoxy)acetic acid C1(CCCCC1)C(C(=O)O)OC